N-(1-cyclopropyl-2-oxo-1,2-dihydropyridin-3-yl)-2-((1R,4r)-4-((4-(4-(((R)-2,6-dioxopiperidin-3-yl)oxy)phenyl)piperidin-1-yl)methyl)cyclohexyl)-6-isopropoxy-2H-indazole-5-carboxamide C1(CC1)N1C(C(=CC=C1)NC(=O)C1=CC2=CN(N=C2C=C1OC(C)C)C1CCC(CC1)CN1CCC(CC1)C1=CC=C(C=C1)O[C@H]1C(NC(CC1)=O)=O)=O